ClC=1N=CC2=C(N1)NC(=C2)C(=O)N(C)C 2-chloro-N,N-dimethyl-7H-pyrrolo[2,3-d]pyrimidine-6-carboxamide